CC(=CC=CC(C)=O)C 6-Methyl-3,5-heptadien-2-one